5-{2-[5-Fluoro-2-(7-methylchinolin-8-sulfonamido)phenyl]ethynyl}pyridin FC=1C=CC(=C(C1)C#CC=1C=CC=NC1)NS(=O)(=O)C=1C(=CC=C2C=CC=NC12)C